(R)-2-(1-(2-(1-hydroxyethyl)imidazo[4,5-d]pyrrolo[2,3-b]pyridine-1(6H)-yl)-4-methylpiperidine-4-yl)acetonitrile O[C@H](C)C1=NC=2C(=C3C(=NC2)NC=C3)N1N1CCC(CC1)(C)CC#N